BrC1=C(C=CC(=N1)NS(=O)(=O)C(C)(C)C)C N-(6-bromo-5-methyl-2-pyridyl)-2-methyl-propane-2-sulfonamide